C(=C)(C)[C@@H]1CCC(=C[C@H]1C1=C(C=C(C=C1O)C)O)C 2-[(1R,6R)-6-Isopropenyl-3-methyl-2-cyclohexen-1-yl]-5-methyl-1,3-benzenediol